The molecule is dianion of dTDP-4-dehydro-6-deoxy-alpha-D-glucose arising from deprotonation of the diphosphate OH groups; major species at pH 7.3. It is an intermediate in dTDP-rhamnose biosynthesis. It has a role as a human metabolite. It is a conjugate base of a dTDP-4-dehydro-6-deoxy-alpha-D-glucose. C[C@@H]1C(=O)[C@@H]([C@H]([C@H](O1)OP(=O)([O-])OP(=O)([O-])OC[C@@H]2[C@H](C[C@@H](O2)N3C=C(C(=O)NC3=O)C)O)O)O